[Fe].[Si].[Si] silicon-silicon iron